[Br-].C[N+](CCCCCCCCCCCCCCCCCC)(CCCCCCCCCCCCCCCCCC)C dimethyldioctadecylazanium bromide